C(C=C)(=O)O.C(CC)OC(COCCOCCO)O propoxy-triethylene glycol acrylate